(S)-5-(4-hydroxy-4-methylisoxazolidine-2-carbonyl)-1-isopropyl-3-methyl-6-(naphthalen-1-ylmethyl)-1,6-dihydro-2H-pyrrolo[3,4-d]Pyrimidine O[C@]1(CN(OC1)C(=O)C=1N(C=C2N(CN(CC21)C)C(C)C)CC2=CC=CC1=CC=CC=C21)C